CNC(=O)NC1[C@@H]2CC[C@H]([C@H](C1)C)N2C2=NN=NN2 methyl-3-((1S,4S,5R)-4-methyl-8-(1H-tetrazol-5-yl)-8-azabicyclo[3.2.1]octan-2-yl)urea